BrC1=CC=2C=C3CCCN3C2N=C1 3-bromo-7,8-dihydro-6H-pyrido[3,2-b]Pyrrolizine